Methyl (6-(5-((4-oxo-3,4-dihydrophthalazin-1-yl)methyl)furan-3-yl)-1H-benzoimidazol-2-yl)carbamate O=C1NN=C(C2=CC=CC=C12)CC1=CC(=CO1)C=1C=CC2=C(NC(=N2)NC(OC)=O)C1